4'-(4-ethynylphenyl)-2,2':6',2''-terpyridine C(#C)C1=CC=C(C=C1)C1=CC(=NC(=C1)C1=NC=CC=C1)C1=NC=CC=C1